NC=1C=2N(C=C(N1)C=1C=NC=NC1)C(=CN2)C=2C=C(C=CC2C)C(C(F)F)(C)O 2-(3-(8-amino-6-(pyrimidin-5-yl)imidazo[1,2-a]pyrazin-3-yl)-4-methylphenyl)-1,1-difluoropropan-2-ol